2-[4-(1H-imidazol-5-yl)piperidin-1-yl]-3-(5-fluoropyridin-3-yl)-benzene-1-carbonitrile N1C=NC=C1C1CCN(CC1)C1=C(C=CC=C1C=1C=NC=C(C1)F)C#N